C(CCCCC)NC1C(CCCC1)N N-hexylcyclohexane-1,2-diamine